2-(2-fluorophenethyl)-6-(3-(trifluoromethoxy)phenyl)-3,4-dihydroisoquinolin-1(2H)-one FC1=C(CCN2C(C3=CC=C(C=C3CC2)C2=CC(=CC=C2)OC(F)(F)F)=O)C=CC=C1